C12(CC(C1)C2)N2[C@@H](C=1NC3=CC=CC=C3C1C[C@H]2C)C2=CC=C(C=C2)N[C@@H]2CN(C[C@@H]2F)CCCF (3R,4S)-N-(4-((1R,3R)-2-(bicyclo[1.1.1]pentan-1-yl)-3-methyl-2,3,4,9-tetrahydro-1H-pyrido[3,4-b]indol-1-yl)phenyl)-4-fluoro-1-(3-fluoropropyl)pyrrolidin-3-amine